FC=1C(=CC(=NC1)OC)C1=CC(=NN1)C(=O)N1[C@H]2CC(C[C@@H]1CC2)C(=O)N[C@@H](C)C2=NC(=NO2)C(F)(F)F (1R,3S,5S)-8-(5-(5-fluoro-2-methoxypyridin-4-yl)-1H-pyrazole-3-carbonyl)-N-((S)-1-(3-(trifluoromethyl)-1,2,4-oxadiazol-5-yl)ethyl)-8-azabicyclo[3.2.1]octane-3-carboxamide